2-(6-(4-(4-(2-(2,4-dioxotetrahydropyrimidin-1(2H)-yl)benzyl)piperazin-1-yl)piperidin-1-yl)-1-oxoisoindolin-2-yl)-2-(5-fluoro-2-hydroxyphenyl)-N-(thiazol-2-yl)acetamide O=C1N(CCC(N1)=O)C1=C(CN2CCN(CC2)C2CCN(CC2)C2=CC=C3CN(C(C3=C2)=O)C(C(=O)NC=2SC=CN2)C2=C(C=CC(=C2)F)O)C=CC=C1